N-(2-methoxy-6-(piperazin-1-yl)pyridin-3-yl)-6-phenyl-8,9-dihydroimidazo[1',2':1,6]pyrido[2,3-d]pyrimidin-2-amine COC1=NC(=CC=C1NC=1N=CC2=C(N1)N1C(C(=C2)C2=CC=CC=C2)=NCC1)N1CCNCC1